N1=CC(=CC=C1)C1=CN=CO1 5-(PYRIDIN-3-YL)OXAZOL